FC(OC1=NC(=CC=C1N)C(F)F)F 2-(difluoromethoxy)-6-(difluoromethyl)pyridin-3-amine